P(=O)(O)(O)O[C@H]1[C@H]([C@@H](O[C@@H]1CO)N1C=NC=2C(=O)NC(N)=NC12)OC.COC1=C(C(=CC=C1)OC)N1C(=NC=2C1=NC(=CN2)C2=NC=CC(=C2)S(=O)(=O)N)C2=NC(=CC=C2)OCC (1-(2,6-Dimethoxyphenyl)-2-(6-ethoxypyridin-2-yl)-1H-imidazo[4,5-b]pyrazin-6-yl)pyridine-4-sulfonamide O-methylguanosine-3'-phosphate